O=C1N(C(C2=CC=CC=C12)=O)C(C(=O)[O-])(C)C 1,3-dioxoisoindolin-2-ylisobutyrate